C(C)OC(=O)C1=C(C(=C(C=2C3=CC(=CC=C3NC12)Br)C(=O)OCC)C(=O)OCC)C(=O)OCC.CN1N=C(C=C1C)NC1=NC=C(C(=N1)C1=CNC2=C(C=CC=C12)N1C(C2=CC=CC(=C2C1)C1=C(C=CC=C1)O)=O)C 2-(3-(2-((1,5-dimethyl-1H-pyrazol-3-yl)amino)-5-methylpyrimidin-4-yl)-1H-indol-7-yl)-4-(2-hydroxyphenyl)isoindolin-1-one tetraethyl-6-bromo-9H-carbazole-1,2,3,4-tetracarboxylate